C(C)C1=NNC2=CC=C(C=C12)C1=CN=C2N1N=C(C=C2)N2CCN(CC2)C 3-(3-ethyl-1H-indazol-5-yl)-6-(4-methylpiperazin-1-yl)imidazo[1,2-b]pyridazine